C1(CCC1)C=1C(=NN(C1NC(CC(C(F)(F)F)(C)C)=O)C)C1=CC=CC=C1 N-(4-cyclobutyl-1-methyl-3-phenyl-1H-pyrazol-5-yl)-4,4,4-trifluoro-3,3-dimethylbutanamide